1-(((5S,7S)-3-(6-chloro-4-methoxypyridin-3-yl)-2-oxo-1-oxa-3-azaspiro[4.5]decan-7-yl)methyl)-1H-benzo[d]imidazole-6-carbonitrile ClC1=CC(=C(C=N1)N1C(O[C@]2(C1)C[C@H](CCC2)CN2C=NC1=C2C=C(C=C1)C#N)=O)OC